Rac-(4bS,5R,6R,7R,7aR)-6-amino-7a-(4-(difluoromethyl)phenyl)-4-methoxy-7-phenyl-5,6,7,7a-tetrahydro-4bH-cyclopenta[4,5]furo[2,3-c]pyridine-4b,5-diol N[C@@H]1[C@H]([C@]2([C@](C3=C(C=NC=C3OC)O2)([C@@H]1O)O)C1=CC=C(C=C1)C(F)F)C1=CC=CC=C1 |r|